C(CCCCCCCCCC)OCCCCCCCCCCC 1-undecanyl ether